C(CCCCCCC)C(=O)CCCCCCCC 1-octylketone